COC1=CC=C(C=C1)C1=NNC(C2=CC(=C(C=C12)C)C)=O 4-(4-methoxyphenyl)-6,7-dimethyl-2H-phthalazin-1-one